7-(diethylamino)-3-coumarincarboxylic acid C(C)N(C1=CC=C2C=C(C(OC2=C1)=O)C(=O)O)CC